O-menthyl-glycerine C1(CC(C(CC1)C(C)C)OCC(O)CO)C